(2-((2-((4-(4-(azetidin-1-yl)piperidin-1-yl)-3-(hydroxymethyl)phenyl)amino)-5-methylthieno[2,3-d]pyrimidin-4-yl)amino)phenyl)dimethylphosphine N1(CCC1)C1CCN(CC1)C1=C(C=C(C=C1)NC=1N=C(C2=C(N1)SC=C2C)NC2=C(C=CC=C2)P(C)C)CO